N-cyclohexyl-5-(6-methoxypyridin-3-yl)pyrazolo[1,5-a]pyrimidin-7-amine C1(CCCCC1)NC1=CC(=NC=2N1N=CC2)C=2C=NC(=CC2)OC